P(O)(O)(=S)O[C@H]1[C@H]([C@@H](O[C@@H]1CO)N1C=NC=2C(N)=NC=NC12)OCC#C O-propargyl adenosine-3'-phosphorothioate